N-((1r,3r)-3-((8-cyanoquinolin-5-yl)oxy)-2,2,4,4-tetramethylcyclobutyl)-5-(4-(hydroxymethyl)piperidin-1-yl)picolinamide C(#N)C=1C=CC(=C2C=CC=NC12)OC1C(C(C1(C)C)NC(C1=NC=C(C=C1)N1CCC(CC1)CO)=O)(C)C